FC1=C(C=C(C=C1)B(O)O)[N+](=O)[O-] (4-fluoro-3-nitro-phenyl)boronic acid